cyclohexane-d12 C1(C(C(C(C(C1([2H])[2H])([2H])[2H])([2H])[2H])([2H])[2H])([2H])[2H])([2H])[2H]